[NH+]1=CC(=CC=C1)S(=O)(=O)[O-] pyridin-1-ium-3-sulphonate